3-((4-(5-chloro-3-methyl-2-(morpholin-2-ylmethyl)phenyl)pyrrolo[2,1-f][1,2,4]triazin-6-yl)methyl)-1-(2,2,2-trifluoroethyl)pyrimidine-2,4(1H,3H)-dione hydrochloride Cl.ClC=1C=C(C(=C(C1)C1=NC=NN2C1=CC(=C2)CN2C(N(C=CC2=O)CC(F)(F)F)=O)CC2CNCCO2)C